NCCCP(O)(=O)C 3-Aminopropylmethylphosphinic acid